3-chloro-6-fluoro-5-(1-(1-methylpiperidin-4-yl)-1H-pyrazol-4-yl)pyridin-2-amine ClC=1C(=NC(=C(C1)C=1C=NN(C1)C1CCN(CC1)C)F)N